4-isothiocyanato-2,2,6,6-tetramethylpiperidine N(=C=S)C1CC(NC(C1)(C)C)(C)C